N-(4-fluoro-3-methylphenyl)-5-(2-((1-hydroxy-2-methylpropan-2-yl)amino)-2-oxoacetyl)-1-(2-hydroxyethyl)-2,4-dimethyl-1H-pyrrole-3-carboxamide FC1=C(C=C(C=C1)NC(=O)C1=C(N(C(=C1C)C(C(=O)NC(CO)(C)C)=O)CCO)C)C